ClC1=C(C(=O)NC2=C3C=NN(C3=CC=C2)C2=CC=C(C=C2)C(F)(F)F)C=C(C=C1)CNC(C(C)(C)C)=O 2-chloro-5-{[(2,2-dimethylpropionyl)amino]methyl}-N-{1-[4-(trifluoromethyl)phenyl]-1H-indazol-4-yl}benzamide